4-methyl-3-pyrazin-2-yl-aniline CC1=C(C=C(N)C=C1)C1=NC=CN=C1